C(C)(=O)C=1C(=C2C(NC(C2=CC1)=O)=O)O 5-acetylhydroxyisoindole-1,3-dione